N[C@@H](CC(N)=O)C(=O)OC methyl L-asparaginate